2-Methyl-3-(1,3,5-triazin-2-yl)aniline CC1=C(N)C=CC=C1C1=NC=NC=N1